C(C)OC(=O)C1=CC=2N(C(=C1)OC)C(=C(N2)C2=CC=1C(=NC(=CC1)[C@@H](C)NC(=O)OC(C)(C)C)N2CCCCCCCC(=O)OC(C)(C)C)C (R)-2-(1-(8-(t-butoxy)-8-oxooctyl)-6-(1-((t-butoxycarbonyl)amino)ethyl)-1H-pyrrolo[2,3-b]Pyridin-2-yl)-5-methoxy-3-methylimidazo[1,2-a]Pyridine-7-carboxylic acid ethyl ester